N=1C=NN2C1C=C(C=C2)C(C)O 1-([1,2,4]triazolo[1,5-a]pyridin-7-yl)ethane-1-ol